Cl.C1(=CC=CC=C1)C1(CCC1)N 1-phenylcyclobutan-1-amine-hydrochloride